CN(C1CN(CC1)CC1=C(C=CC=C1C(F)(F)F)C1(C(C=C(C(=O)N)C=C1)I)C)C 4-((3-(Dimethylamino)pyrrolidin-1-yl)methyl-3-(trifluoromethyl)phenyl)-3-iodo-4-methylbenzamide